(R)-N-(1-(3-(difluoromethyl)-2-fluorophenyl)ethyl)-6-(1-ethylpiperidin-4-yl)-7-methoxy-2-methylpyrido[2,3-d]pyrimidin-4-amine FC(C=1C(=C(C=CC1)[C@@H](C)NC=1C2=C(N=C(N1)C)N=C(C(=C2)C2CCN(CC2)CC)OC)F)F